CC1(CN(CCC1)CC1=CC(=NC=C1)C=1C=C2CN(C(C2=CC1)=O)C1CNCCC1)C 3-(5-(4-((3,3-dimethylpiperidin-1-yl)methyl)pyridin-2-yl)-1-oxoisoindolin-2-yl)piperidine